(6-fluoro-4-methylpyridin-3-yl)boronic acid FC1=CC(=C(C=N1)B(O)O)C